FC=1C=C2C(C(=COC2=CC1)C=O)=O 6-fluoro-chromone-3-formaldehyde